FC1=C(C=2C(=NC=C(C2)C=2C=C3CCN(CC3=C(C2)[C@H]2N(CCOC2)C(=O)OC(C)(C)C)C(C(C)(C)O)=O)N1S(=O)(=O)CC1=CC=CC=C1)C tert-butyl (R)-3-(6-(2-fluoro-3-methyl-1-toluenesulfonyl-1H-pyrrolo[2,3-b]pyridin-5-yl)-2-(2-Hydroxy-2-methylpropionyl)-1,2,3,4-tetrahydroisoquinolin-8-yl)morpholine-4-carboxylate